(1S,4aS,6aS,6bR,8aR,14aR,14bR,16bS)-12-formyl-1,6a,6b,9,9,14a-hexamethyl-1,2,3,4,4a,5,6,6a,6b,7,8,8a,9,14,14a,14b,15,16b-octadecahydrochryseno[1,2-g]quinoline-4a-carboxylic acid C(=O)C=1C=NC=2C([C@H]3[C@](CC2C1)([C@H]1CC=C2[C@@H]4[C@H](CCC[C@@]4(CC[C@]2([C@@]1(CC3)C)C)C(=O)O)C)C)(C)C